((3-(benzylcarbamoyl)-5-(trifluoromethyl)phenyl)carbamoyl)(3-(piperidin-4-ylmethyl)-1,2,3-oxadiazol-3-ium-5-yl)amide C(C1=CC=CC=C1)NC(=O)C=1C=C(C=C(C1)C(F)(F)F)NC(=O)[N-]C1=C[N+](=NO1)CC1CCNCC1